chromene-4-carbaldehyde O1CC=C(C2=CC=CC=C12)C=O